[Ir].O water iridium